Benzyl (S)-6-(4-(methoxycarbonyl) phenyl)-4-(1-methyl-1H-imidazol-4-yl)-3,6-dihydropyridine-1(2H)-carboxylate COC(=O)C1=CC=C(C=C1)[C@@H]1C=C(CCN1C(=O)OCC1=CC=CC=C1)C=1N=CN(C1)C